SCC[Si](OC(C)C)(OC(C)C)OC(C)C β-mercaptoethyl-triisopropoxysilane